C(C)OC(=O)C=1OC(=CN1)C1=CC=NC=C1 5-(pyridin-4-yl)oxazole-2-carboxylic acid ethyl ester